potassium 2-(2-(cyclopropanesulfonamido)pyrimidin-4-yl)butanoate C1(CC1)S(=O)(=O)NC1=NC=CC(=N1)C(C(=O)[O-])CC.[K+]